bis(2,4-xylyl-sulfonyl)diazomethane C1(=C(C=C(C=C1)C)C)S(=O)(=O)C(=[N+]=[N-])S(=O)(=O)C1=C(C=C(C=C1)C)C